2-isopropoxy-1-(1H-pyrazolo[3,4-b]pyridin-5-yl)ethanone C(C)(C)OCC(=O)C=1C=C2C(=NC1)NN=C2